3-(8-fluoro-7-(3-hydroxynaphth-1-yl)-2-((tetrahydro-1H-pyrrolizin-7a(5H)-yl)methoxy)pyrido[4,3-d]pyrimidin-4-yl)-3,9-diazabicyclo[3.3.1]nonan-7-one FC1=C(N=CC2=C1N=C(N=C2N2CC1CC(CC(C2)N1)=O)OCC12CCCN2CCC1)C1=CC(=CC2=CC=CC=C12)O